phenazine ruthenium (ii) [Ru+2].C1=CC=CC2=NC3=CC=CC=C3N=C12